OC1=CC=C(C=C1)C(C)=C(C)C1=CC=C(C=C1)O trans-2,3-bis(4-hydroxyphenyl)-2-butene